S(=O)(=O)([O-])CCO.[NH4+] ammonium isethionate salt